C(C)(C)OC=1C(=NC=C(C=O)C1)N1[C@H](COCC1)C (S)-5-isopropoxy-6-(3-methylmorpholino)nicotinaldehyde